FC=1C=C2C(C(=C(OC2=C(C1)C(C)NC1=C(C(=O)O)C=CC=C1)C=1NC2=CC=CC=C2C1)C)=O 2-[1-[6-Fluoro-2-(1H-indol-2-yl)-3-methyl-4-oxo-chromen-8-yl]ethylamino]benzoic acid